6-[4-(1-piperidyl)phenyl]-1,3-benzothiazol-2,6-diamine N1(CCCCC1)C1=CC=C(C=C1)C1(C=C2C(=NC(S2)N)C=C1)N